(6-bromo-1H-indol-2-yl)methanamine BrC1=CC=C2C=C(NC2=C1)CN